C(#N)C=1C(=NN2C1C=CC=C2)N(C)CCN(C)C 3-cyano((2-(dimethylamino)ethyl)(methyl)amino)pyrazolo[1,5-a]pyridine